NC=1C(=NC=C(N1)N1CCC(CC1)(C)N)C1=CC2=C(OCC(N2)=O)C=C1 6-(3-amino-5-(4-amino-4-methylpiperidin-1-yl)pyrazin-2-yl)-2H-benzo[b][1,4]oxazin-3(4H)-one